C(C)(C)C1=C(C=CC=C1)C1=NC=C2NC(N(C2=N1)CC1=CC=C(C=C1)N1N=C(C=C1)[C@H]1CNCCC1)=O (R)-2-(2-isopropylphenyl)-9-(4-(3-(piperidin-3-yl)-1H-pyrazol-1-yl)benzyl)-7,9-dihydro-8H-purin-8-one